COC(=O)C=1C=CC=2N(C1)N=CC2 pyrazolo[1,5-a]pyridin-6-yl-carboxylic acid methyl ester